C(C)(C)(C)OC(=O)N1[C@@H](C[C@H](C1)O)C(=O)O (2S,4R)-1-tert-Butoxycarbonyl-4-hydroxy-proline